CN1C=[N+](C=C1)CC1=CC(=CC=C1)C 1-methyl-3-(3-methylbenzyl)-imidazolium